ClC=1C=NC=C(C1[C@@H](C)OC=1C=C2C(=NNC2=CC1)C=1C=NC(=C(C#N)C1)N1CC2(C1)CS(CCC2)(=O)=O)Cl (R)-5-(5-(1-(3,5-dichloropyridin-4-yl)ethoxy)-1H-indazol-3-yl)-2-(6,6-dioxido-6-thia-2-azaspiro[3.5]nonan-2-yl)nicotinonitrile